CC(C=C)(CCC=C(CCC=C(CCC=C(C)C)C)C)O 3,7,11,15-tetramethylhexadec-1,6,10,14-tetraen-3-ol